(3,4-difluorophenyl)Azole-4-carboxylic acid ethyl ester C(C)OC(=O)C=1C=C(NC1)C1=CC(=C(C=C1)F)F